CCCCCCCCCCCCCCCCCC(=O)OC(=O)C1=CC=CC2=CC3=CC=CC=C3C=C21 Anthroyl Stearate